ClC1=C2C=C(N(C2=CC=C1Cl)C)C(=O)N[C@@]1(COCC1)C1=CC=C(C=N1)C(=O)O |r| (±)-6-[3-(4,5-dichloro-1-methyl-1H-indole-2-amido)oxolan-3-yl]pyridine-3-carboxylic acid